2,5-trans-diphenylphospholane C1(=CC=CC=C1)[C@@H]1P[C@H](CC1)C1=CC=CC=C1